CN1C=NC2=C([C@H]1N)N=CN2[C@H]3[C@@H]([C@H]([C@@H](O3)COP(=O)(O)O)O)O 6-hydro-1-methyladenosine-5'-monophosphate